9-(4-(methylthio)phenyl)-9H-thioxanthene CSC1=CC=C(C=C1)C1C2=CC=CC=C2SC=2C=CC=CC12